[Si](C)(C)(C(C)(C)C)OC[C@H]1N(C[C@H](C=C1C1CC1)O)C(=O)OC(C)(C)C tert-butyl (2S,5S)-2-((tert-butyldimethylsilyloxy)-methyl)-3-cyclopropyl-5-hydroxy-5,6-dihydropyridine-1(2H)-carboxylate